2-((4-(6-(benzo[d][1,3]dioxol-5-ylmethoxy)pyridin-2-yl)piperidin-1-yl)methyl)-1-(2-methoxyethyl)-1H-benzo[d]imidazole-6-carboxylic acid O1COC2=C1C=CC(=C2)COC2=CC=CC(=N2)C2CCN(CC2)CC2=NC1=C(N2CCOC)C=C(C=C1)C(=O)O